5,8-diamino-6-fluoro-1,2,3,4-tetrahydronaphthalen-1-one NC1=C2CCCC(C2=C(C=C1F)N)=O